7-methoxy-3-piperidin-4-yl-1,3,4,5-tetrahydrobenzo[d][1,3]diazepin-2-one COC1=CC2=C(NC(N(CC2)C2CCNCC2)=O)C=C1